C(C=C)(=O)OCC(CCCCCCCC)OC(C=C)=O 1,2-Decanediol diacrylate